C1=NC=CC2=CC(=CC=C12)C=O ISOQUINOLINE-6-CARBALDEHYDE